3,3-difluoro-4-[1-(2-fluoro-4-nitro-phenyl)-3,6-dihydro-2H-pyridin-4-yl]-2,6-dihydropyridine-1-carboxylic acid tert-butyl ester C(C)(C)(C)OC(=O)N1CC(C(=CC1)C=1CCN(CC1)C1=C(C=C(C=C1)[N+](=O)[O-])F)(F)F